tert-Butyl 3-cyclopropyl-1-iodo-5,6-dihydroimidazo[1,5-a]pyrazine-7(8H)-carboxylate C1(CC1)C1=NC(=C2N1CCN(C2)C(=O)OC(C)(C)C)I